O=C1C(CC2=CC=CC=C12)C(=O)O 2,3-dihydro-1-oxo-1H-indene-2-carboxylic acid